C(CCCCCCC\C=C/CCCCCCCC)(=O)NN([O-])CCC.C(C1=CC=CC=C1)OC1=C(C(=O)NC=2C=C3C(=NC2)NN=C3)C=C(C(=C1)OCC1=CC=CC=C1)C(C)C 2,4-bis(benzyloxy)-5-isopropyl-N-(1H-pyrazolo[3,4-b]pyridin-5-yl)benzamide oleamidyl-propylaminoxide